oxomethanediamine O=C(N)N